2'-fucosyl-lactose arachidoyl-arachidate C(CCCCCCCCCCCCCCCCCCC)(=O)C(C(=O)O)CCCCCCCCCCCCCCCCCC.C1([C@@H](O)[C@H](O)[C@H](O)[C@@H](O1)C)[C@@]1([C@H](O[C@H]2[C@@H]([C@H](C(O)O[C@@H]2CO)O)O)O[C@@H]([C@@H]([C@@H]1O)O)CO)O